(5-chloro-7-iodo-furo[3,2-b]pyridin-2-yl)-triisopropyl-silane ClC1=CC(=C2C(=N1)C=C(O2)[Si](C(C)C)(C(C)C)C(C)C)I